ClC1=C(C=C(C(=C1Cl)F)NC(C1=C(C=C(C=C1C)OCCC1=CC=CC=C1)C)=O)C1CC1 rel-(1R,2R)-2-(2,3-dichloro-5-{[2,6-dimethyl-4-(2-phenylethoxy)benzoyl]amino}-4-fluorophenyl)cyclopropane